(E)-5-cyclopropyl-3-((3-(2-(1-(4-(dimethylamino)-N-methylbut-2-enamido)cyclopropane-1-carboxamido)ethyl)phenyl)amino)-6-ethylpyrazine-2-carboxamide C1(CC1)C=1N=C(C(=NC1CC)C(=O)N)NC1=CC(=CC=C1)CCNC(=O)C1(CC1)N(C(\C=C\CN(C)C)=O)C